The molecule is a sulfonamide consisting of pyrimidine having methoxy substituents at the 5- and 6-positions and a 4-aminobenzenesulfonamido group at the 4-position. In combination with the antiprotozoal pyrimethamine (CHEBI:8673) it is used as an antimalarial. It has a role as an antibacterial drug and an antimalarial. It is a sulfonamide and a member of pyrimidines. COC1=C(N=CN=C1OC)NS(=O)(=O)C2=CC=C(C=C2)N